2-{4-(4,4,5,5-tetramethyl[1,3,2]dioxaborolan-2-yl)-phenyl}-7-azabenzoxazole CC1(OB(OC1(C)C)C1=CC=C(C=C1)C=1OC2=C(N1)C=CC=N2)C